phenyl-6-(phenyl-amino)-1,3,5-triazin-2-yl-isobutyl carbamate C(N)(OC(C(C)C)(C1=NC(=NC=N1)NC1=CC=CC=C1)C1=CC=CC=C1)=O